(5-Bromopyrazin-2-yl)-2-methoxyaniline BrC=1N=CC(=NC1)NC1=C(C=CC=C1)OC